OCCOC1=C(C=CC=2C3(C4=CC=CC=C4SC12)OCC1=C(CO3)C=CC=C1)OCCO 2-[4'-(2-hydroxyethoxy)spiro[1,5-dihydro-2,4-benzodioxepine-3,9'-thioxanthene]-3'-yl]oxyethanol